4''-(3-methyl-3H-imidazo[4,5-b]pyridin-2-yl)-4',6'-bis(4-(3-methyl-3H-imidazo[4,5-b]pyridin-2-yl)phenyl)-[1,1':2',1''-terphenyl] CN1C(=NC=2C1=NC=CC2)C2=CC=C(C=C2)C=2C(=C(C=C(C2)C2=CC=C(C=C2)C2=NC=1C(=NC=CC1)N2C)C2=CC=C(C=C2)C2=NC=1C(=NC=CC1)N2C)C2=CC=CC=C2